CN1C([C@@H](CC1)N1C(C2=CC=CC=C2C1=O)=O)=O (R)-2-(1-methyl-2-oxopyrrolidin-3-yl)isoindoline-1,3-dione